2-(tert-butoxycarbonylamino)ethyl bromide C(C)(C)(C)OC(=O)NCCBr